3-(((1-((2-chloropyrimidin-5-yl)amino)isoquinolin-6-yl)oxy)methyl)oxetane ClC1=NC=C(C=N1)NC1=NC=CC2=CC(=CC=C12)OCC1COC1